N-(4-(chlorodifluoromethoxy)phenyl)-5-((2-cyanocyclopropyl)amino)-6-((R)-3-Hydroxypyrrolidin-1-yl)nicotinamide ClC(OC1=CC=C(C=C1)NC(C1=CN=C(C(=C1)NC1C(C1)C#N)N1C[C@@H](CC1)O)=O)(F)F